4-[4-bromo-7-(3-fluoro-phenyl)-3-hydroxy-quinolin-2-yl]-4-oxo-butyric acid ethyl ester C(C)OC(CCC(=O)C1=NC2=CC(=CC=C2C(=C1O)Br)C1=CC(=CC=C1)F)=O